2-hydrazinyl-N,7-dimethyl-N-Phenylquinazolin-4-amine N(N)C1=NC2=CC(=CC=C2C(=N1)N(C1=CC=CC=C1)C)C